2-chloro-N-((5-(2,6-dioxopiperidin-3-yl)-6-oxo-5,6-dihydro-4H-thieno[2,3-c]pyrrol-2-yl)methyl)thiazole-5-carboxamide ClC=1SC(=CN1)C(=O)NCC1=CC2=C(C(N(C2)C2C(NC(CC2)=O)=O)=O)S1